CC1=CC(=CC=2N(C(=NC21)CN2CCC(CC2)C2=NC(=CC=C2)OCC=2C=1N(C(=CC2)OC)N=CC1)C[C@H]1OCC1)C(=O)O (S)-methyl-2-((4-(6-((7-methoxypyrazolo[1,5-a]pyridin-4-yl)methoxy)pyridine-2-yl)piperidin-1-yl)methyl)-1-((oxetan-2-yl)methyl)-1H-benzo[d]imidazole-6-carboxylic acid